Ethyleneglycol Carbonate C(O)(=O)OCCO